C(C1=CC=CC=C1)OC1CCC2(C(N3[C@H](O2)CC[C@H]3C3=CC=CC=C3)=O)CC1 (5'S,7a'R)-4-(benzyloxy)-5'-phenyltetrahydro-3'H-spiro[cyclohexane-1,2'-pyrrolo[2,1-b]oxazol]-3'-one